3-(2-propylcyclohexyloxy)-1,2-propanediol C(CC)C1C(CCCC1)OCC(CO)O